cobalt(II) tetrafluoroborate F[B-](F)(F)F.[Co+2].F[B-](F)(F)F